3-(((7-(2-aminopyrimidin-4-yl)-2,3-dihydrofuro[3,2-c]pyridin-4-yl)amino)methyl)-N-(3,3-difluoropropyl)benzamide NC1=NC=CC(=N1)C=1C2=C(C(=NC1)NCC=1C=C(C(=O)NCCC(F)F)C=CC1)CCO2